6-[(1-acetylpyrrolidin-3-yl)amino]-2-[(2R)-3-(3,4-dihydro-1H-isoquinolin-2-yl)-2-hydroxy-propyl]-3,4-dihydroisoquinolin-1-one C(C)(=O)N1CC(CC1)NC=1C=C2CCN(C(C2=CC1)=O)C[C@@H](CN1CC2=CC=CC=C2CC1)O